OC1CCC(CC1)NC=1C2=C(NC(C1C=1NC=3C(=CC4=C(CCN(CC4)C)C3)N1)=O)C=CS2 7-(((1r,4r)-4-hydroxycyclohexyl)amino)-6-(7-methyl-1,5,6,7,8,9-hexahydroimidazo[4',5':4,5]benzo[1,2-d]azepin-2-yl)thieno[3,2-b]pyridin-5(4H)-one